24-methylcholest-5,22-diene-3β-ol CC(C(C)C)C=C[C@@H](C)[C@H]1CC[C@H]2[C@@H]3CC=C4C[C@H](CC[C@]4(C)[C@H]3CC[C@]12C)O